CCCCC(CCCCCCCC(CCCC)O)O heptadecane-5,13-diol